C(C)(C)N1CC(C(C(C1)CC1=CC(=CC=C1)Cl)=O)CC1=CC(=CC=C1)Cl 1-Isopropyl-3,5-bis(3-chlorobenzyl)piperidin-4-one